(S)-3,4-Dimethyl-N-(3-(1-((4-methyl-4H-1,2,4-triazol-3-yl)thio)ethyl)phenyl)benzamide CC=1C=C(C(=O)NC2=CC(=CC=C2)[C@H](C)SC2=NN=CN2C)C=CC1C